(7-(benzyloxy)-4-chloroquinolin-3-yl)(phenyl)methanol C(C1=CC=CC=C1)OC1=CC=C2C(=C(C=NC2=C1)C(O)C1=CC=CC=C1)Cl